6-chloro-5-(2-fluoro-5-methoxy-phenyl)-7-(trifluoromethyl)-1,3-dihydro-1,4-benzodiazepin-2-one ClC1=C(C=CC2=C1C(=NCC(N2)=O)C2=C(C=CC(=C2)OC)F)C(F)(F)F